ClC1=C(C2=C(N=N1)N(CCC2)C=2SC(=C(N2)C(=O)OC)CCCOC2=C(C=C(C=C2)C#C[Si](C)(C)C)F)C methyl 2-(3-chloro-4-methyl-6,7-dihydro-5H-pyrido[2,3-c]pyridazin-8-yl)-5-[3-[2-fluoro-4-(2-trimethylsilylethynyl)phenoxy]propyl]thiazole-4-carboxylate